2-(1-methyl-1H-pyrazol-4-yl)-N-(2-methyl-5-((2-(pyrrolidin-1-yl)ethyl)carbamoyl)pyridin-3-yl)pyrazolo[5,1-b]thiazole-7-carboxamide CN1N=CC(=C1)C1=CN2C(S1)=C(C=N2)C(=O)NC=2C(=NC=C(C2)C(NCCN2CCCC2)=O)C